N-(4-cyclohexylphenyl)pyrrolidin-3-amine C1(CCCCC1)C1=CC=C(C=C1)NC1CNCC1